ClC1=C(C=CC(=C1)CNCCS(=O)(=O)NCCCNC1=NC2=C(C3=CN=CC=C13)C=CC(=C2)C(=O)N)C2=CC=CC=C2 5-((3-(2-(((2-Chloro-[1,1'-biphenyl]-4-yl)methyl)amino)ethylsulfonamido)propyl)amino)benzo[c][2,6]naphthyridine-8-carboxamide